(benzotriazol-1-yloxy)tris(pyrrolidinyl)phosphonium N1(N=NC2=C1C=CC=C2)O[P+](N2CCCC2)(N2CCCC2)N2CCCC2